OC1=C2CC[C@@H](CC2=CC=C1)N(CCC)CC1CCN(CC1)C(=O)C=1NC=CC1 (S)-(4-(((5-Hydroxy-1,2,3,4-tetrahydronaphthalen-2-yl)(propyl)amino)methyl)piperidin-1-yl)(1H-pyrrol-2-yl)methanone